(1R,4s)-4-(2-Cyano-4-methoxy-5-(((2S*,3R*)-3-(((1-methylcyclobutyl)methyl)carbamoyl)bicyclo[2.2.2]octan-2-yl)carbamoyl)phenoxy)-1-methylcyclohexane-1-carboxylic acid C(#N)C1=C(OC2CCC(CC2)(C(=O)O)C)C=C(C(=C1)OC)C(N[C@H]1C2CCC([C@H]1C(NCC1(CCC1)C)=O)CC2)=O |o1:23,28|